C1(=CC=CC=C1)S(=O)(=O)/C=C/CNC(=O)C=1C(NC=2CCN(CC2C1)C(=O)C12CCC(CC1)C2)=O N-[(2E)-3-(benzenesulfonyl)prop-2-en-1-yl]-6-{bicyclo[2.2.1]heptane-1-carbonyl}-2-oxo-1,2,5,6,7,8-hexahydro-1,6-naphthyridine-3-carboxamide